ClC=1C(=CC(=NC1)N1[C@H]([C@H](CC1)NS(=O)(=O)C)CO[C@@H]1CC[C@@H](CC1)C1=CC=CC=C1)O N-((2R,3S)-1-(5-chloro-4-hydroxypyridin-2-yl)-2-((((CIS)-4-phenylcyclohexyl)oxy)methyl)pyrrolidin-3-yl)methanesulfonamide